ClC=1C=C(C=CC1)C1=N[C@@H](C(NC2=C1C=CC=C2CC)=O)NC([C@@H]([C@@H](C(=O)N)CCC(F)(F)F)CCC(F)(F)F)=O (2R,3S)-N-((3S)-5-(3-chlorophenyl)-9-ethyl-2-oxo-2,3-dihydro-1H-1,4-benzodiazepin-3-yl)-2,3-bis(3,3,3-trifluoropropyl)succinamide